NC1=C(C=C(C=N1)C1=CC=C(C=C1)C(=O)N1C[C@@H](CC1)N)OC(C)C1=C(C(=CC=C1F)F)Cl (4-{6-amino-5-[1-(2-chloro-3,6-difluoro-phenyl)-ethoxy]-pyridin-3-yl}-phenyl)-((R)-3-amino-pyrrolidin-1-yl)-methanone